P(=O)(OCC([N+](C)(C)C)CCCCCC)([O-])[O-] hexyl-2-(trimethylammonio)ethyl phosphate